N-Z-Ethylenediamine hydrochloride C1=CC=C(C=C1)COC(=O)NCCN.Cl